4-(2-((4-((2,4-difluorophenyl)amino)quinazolin-6-yl)amino)-2-oxoethyl)-N-hydroxybenzamide FC1=C(C=CC(=C1)F)NC1=NC=NC2=CC=C(C=C12)NC(CC1=CC=C(C(=O)NO)C=C1)=O